C(C)(C)(C)OC(=O)N1CCN(CCC1)C1=NN2C(S1)=NC(=C2NC=2SC(=C(N2)C2=CC=C(C=C2)F)C#N)CC 4-{5-[(5-cyano-4-(4-fluorophenyl)thiazol-2-yl)amino]-6-ethylimidazo[2,1-b][1,3,4]thiadiazol-2-yl}-1,4-diazepan-1-carboxylic acid tert-butyl ester